fluoro-N-(1-((4-fluorophenyl)sulfonyl)-1,2,3,4-tetrahydroquinolin-7-yl)benzenesulfonamide FC1=C(C=CC=C1)S(=O)(=O)NC1=CC=C2CCCN(C2=C1)S(=O)(=O)C1=CC=C(C=C1)F